3-(5-(methyl((R)-pyrrolidin-3-yl)amino)-1-oxoisoindolin-2-yl)piperidine-2,6-dione CN(C=1C=C2CN(C(C2=CC1)=O)C1C(NC(CC1)=O)=O)[C@H]1CNCC1